FC=1C=C(C=C(C1)F)CC=1C=C2C(=NNC2=CC1)NC(C1=C(C=C(C=C1)C1CCN(CC1)C(CN1CCC(CC1)C1=CC=C(C=C1)NC1C(NC(CC1)=O)=O)=O)NC1CCOCC1)=O N-[5-[(3,5-difluorophenyl)methyl]-1H-indazol-3-yl]-4-[1-[2-[4-[4-[(2,6-dioxo-3-piperidyl)amino]phenyl]-1-piperidyl]acetyl]-4-piperidyl]-2-(tetrahydropyran-4-ylamino)benzamide